C(C)(C)OC(CCCP(OC)([O-])=O)OC(C)C methyl 3,3-diisopropoxypropylmethylphosphonate